N-phenoxyacetimidoyl Chloride O(C1=CC=CC=C1)N=C(C)Cl